COC(COC1=C(N)C=CC(=C1)[N+](=O)[O-])OC 2-(2,2-dimethoxyethoxy)-4-nitroaniline